C(C)OC(CC(CCNC(=O)OC(C)(C)C)(C)O)=O 5-(tert-Butoxycarbonylamino)-3-hydroxy-3-methyl-pentanoic acid ethyl ester